C(C1=CC=CC=C1)N1N=C(C=CC1=O)C1=NC(=NO1)C=1C=NC=C(C1)Cl 2-benzyl-6-[3-(5-chloropyridin-3-yl)-1,2,4-oxadiazol-5-yl]pyridazin-3-one